p-fluoro-N-benzylcarboxamide FC1=CC=C(CNC=O)C=C1